2-(2-amino-6-(4-morpholinylpiperidin-1-yl)-9H-purin-9-yl)-N-(1-ethyl-3-methyl-1H-pyrazol-5-yl)acetamide NC1=NC(=C2N=CN(C2=N1)CC(=O)NC1=CC(=NN1CC)C)N1CCC(CC1)N1CCOCC1